6-(cyclopropanecarboxamido)-4-((3-(5-(dicyclopropylphosphoryl)-1H-pyrazol-3-yl)-2-methoxyphenyl)amino)pyridazine-3-carboxamide C1(CC1)C(=O)NC1=CC(=C(N=N1)C(=O)N)NC1=C(C(=CC=C1)C1=NNC(=C1)P(=O)(C1CC1)C1CC1)OC